4-methyl-N-(4-(4-methylpiperazin-1-yl)quinazolin-7-yl)benzamide CC1=CC=C(C(=O)NC2=CC=C3C(=NC=NC3=C2)N2CCN(CC2)C)C=C1